ClC1=NC=CC=C1[C@@H](C)OC(=O)NC1=C(N=NN1C)C1=CC(=C(C=N1)NC(OC(C)(C)C)=O)F tert-butyl (R)-(6-(5-(((1-(2-chloropyridin-3-yl)ethoxy)carbonyl)amino)-1-methyl-1H-1,2,3-triazol-4-yl)-4-fluoropyridin-3-yl)carbamate